7-bromoisochroman-1,3-dione BrC1=CC=C2CC(OC(C2=C1)=O)=O